decyl-2-methyltetradecyl-4-(tert-butyl)cyclohexan-1-carboxylat C(CCCCCCCCC)C1C(CCC(C1)C(C)(C)C)(C(=O)[O-])CC(CCCCCCCCCCCC)C